2-n-propyl-2-imidazoline CCCC1=NCCN1